N1(CCCC1)C(=O)OC1CC(CC1)C1=NN(C(=C1)N)C(C)(C)C 1-3-(5-amino-1-(tert-butyl)-1H-pyrazol-3-yl)cyclopentyl pyrrolidine-1-carboxylate